C(C)(C)(C)OC(=O)NC1CCC(CC1)N1N=C2C=C(C(=CC2=C1)C(=O)O)OC 2-((1r,4r)-4-((tert-Butoxycarbonyl)amino)cyclohexyl)-6-methoxy-2H-indazole-5-carboxylic acid